N-(2,4-dimethyl-5-piperazin-1-yl-phenyl)-2-[3-methyl-5-(1-piperidylsulfonyl)indol-1-yl]propanamide CC1=C(C=C(C(=C1)C)N1CCNCC1)NC(C(C)N1C=C(C2=CC(=CC=C12)S(=O)(=O)N1CCCCC1)C)=O